C1(CC1)[C@@H](/C=N/OCC(N1CCN(CC1)C1=NC=C(C=N1)C(F)(F)F)=O)NC(OC(C)(C)C)=O (S,E)-tert-butyl (1-cyclopropyl-2-((2-oxo-2-(4-(5-(trifluoromethyl) pyrimidin-2-yl)piperazin-1-yl)ethoxy)imino)ethyl)carbamate